Tert-butyl 4-((7-chloro-4-formyl chroman-4-yl) methoxy)-3-nitrobenzoate ClC1=CC=C2C(CCOC2=C1)(C=O)COC1=C(C=C(C(=O)OC(C)(C)C)C=C1)[N+](=O)[O-]